N-(4-Amino-2H-pyrazolo[4,3-c]pyridin-7-yl)-N'-cyclobutyl-N'-[[5-(trifluoromethyl)-2-pyridyl]methyl]oxamide NC1=NC=C(C=2C1=CNN2)NC(=O)C(=O)N(CC2=NC=C(C=C2)C(F)(F)F)C2CCC2